indan-1-yl phosphate P(=O)(OC1CCC2=CC=CC=C12)([O-])[O-]